3-{4,5'-difluoro-2'-hydroxy-5-methyl-[1,1'-biphenyl]-3-yl}propanoate FC1=C(C=C(C=C1C)C1=C(C=CC(=C1)F)O)CCC(=O)[O-]